FC1=C(C=C2CCN(C2=C1)C(=O)NCC1=CC(=CC=C1)OC)C=1C(=NNC1)[N+](=O)[O-] 6-fluoro-N-(3-methoxybenzyl)-5-(3-nitro-1H-pyrazol-4-yl)indoline-1-carboxamide